ClC=1C(=NN(C1)C(F)F)C1=NC(=NC=C1C(F)(F)F)N[C@@H]1CC[C@H](CC1)N(C(=O)NCC)C1=NC=C(N=C1)C=1C=NC(=NC1)OC 1-(trans-4-((4-(4-chloro-1-(difluoromethyl)-1H-pyrazol-3-yl)-5-(trifluoromethyl)-pyrimidin-2-yl)amino)cyclohexyl)-3-ethyl-1-(5-(2-methoxypyrimidin-5-yl)pyrazin-2-yl)urea